FC(S(=O)(=O)OC1=NC(=C(C2=C1CCC2(C)C)C#N)SCSCCOC)(F)F 4-cyano-5,5-dimethyl-3-(2-oxa-5-thiahex-6-ylsulfanyl)-6,7-dihydro-5H-cyclopenta[1,2-c]pyridin-1-yl trifluoromethanesulfonate